OC(CCC(=O)O)O 4,4-dihydroxybutyric acid